CC=1N=C2N(N=C(C=C2C)C=2C=C(C=3N(C2)C=C(N3)C(=O)NC[C@@H]3N(CCCC3)C)F)C1 6-(2,8-dimethylimidazo[1,2-b]pyridazin-6-yl)-8-fluoro-N-[[(2R)-1-methyl-2-piperidyl]methyl]imidazo[1,2-a]pyridine-2-carboxamide